methyl 2-fluoro-4-(6-(((trifluoromethyl)sulfonyl)oxy)-3,4-dihydropyridin-1(2H)-yl)benzoate FC1=C(C(=O)OC)C=CC(=C1)N1CCCC=C1OS(=O)(=O)C(F)(F)F